NC1=C(C(=O)N2CCC(CC2)N2C(NC3=NC=C(C=C32)[C@@H]3COCC3)=O)C=CC(=C1)OC(F)(F)F |r| (rac)-1-[1-[2-Amino-4-(trifluoromethoxy)benzoyl]-4-piperidyl]-6-tetrahydrofuran-3-yl-3H-imidazo[4,5-b]pyridin-2-one